(S)-6-(3-benzylmorpholino)-4-morpholinopyridin-2(1H)-one C(C1=CC=CC=C1)[C@H]1COCCN1C1=CC(=CC(N1)=O)N1CCOCC1